C(=O)O.N1C(CCC1)=O pyrrolidin-2-one formate